thio-propionic acid 2-ethylhexyl ester C(C)C(COC(CC)=S)CCCC